5-(4-Cyclopropyl-6-methylpyrimidin-2-yl)-3,3a,4,6a-tetrahydrocyclopenta[c]pyrrole-2(1H)-carboxylic acid tert-butyl ester C(C)(C)(C)OC(=O)N1CC2C(C1)CC(=C2)C2=NC(=CC(=N2)C2CC2)C